thulium-yttrium aluminum [Al].[Y].[Tm]